C1(CC1)C1=C(C(=NO1)C1=C(C=NC=C1Cl)Cl)C1=CC2(C1)CCN(CC2)C=2SC1=C(N2)C(=CC(=C1)C(=O)O)OC(F)(F)F 2-(2-(5-cyclopropyl-3-(3,5-dichloropyridin-4-yl)isoxazol-4-yl)-7-azaspiro[3.5]non-1-en-7-yl)-4-(trifluoromethoxy)benzo[d]thiazole-6-carboxylic acid